ClC=1C=C(C=CC1F)NC(N([C@@H](C)C1=CNC(C2=CC=C(C=C12)F)=O)CCS(=O)(=O)N)=O (S)-2-(3-(3-chloro-4-fluorophenyl)-1-(1-(6-fluoro-1-oxo-1,2-dihydroisoquinolin-4-yl)ethyl)ureido)ethane-1-sulfonamide